Cl.O1CCC(C=2C1=CN=CC2)CN 1-{2H,3H,4H-Pyrano[2,3-c]pyridin-4-yl}methanamine hydrochloride